C(CCCCCCCCCCCCCCCCC)(=O)OC[C@@H](OCCCC\C=C/C\C=C/C\C=C/C\C=C/CCCCC)COP(=O)([O-])OCC[N+](C)(C)C 1-Stearoyl-2-Arachidonyl-sn-Glycero-3-Phosphocholine